13-methyl-[1,3]dioxolo[4',5':4,5]benzo[1,2-c][1,3]dioxolo[4,5-i]phenanthridin-13-ium C[N+]=1C=2C3=C(C=CC2C2=CC=C4C(=C2C1)OCO4)C=C4C(=C3)OCO4